N-((S)-(4,4-difluorocyclohexyl)(3-isopropyl-2-(((3R,5R)-2-oxo-5-(trifluoromethyl)piperidin-3-yl)methyl)imidazo[1,2-b][1,2,4]triazin-6-yl)methyl)-1-methyl-1H-pyrazole-5-carboxamide FC1(CCC(CC1)[C@H](NC(=O)C1=CC=NN1C)C=1N=C2N(N=C(C(=N2)C(C)C)C[C@@H]2C(NC[C@@H](C2)C(F)(F)F)=O)C1)F